BrC1=C(C(=C(C(=C1F)F)C=1C2=CC=C(N2)C(=C2C=CC(C(=C3C=CC(=C(C=4C=CC1N4)C4=C(C(=C(C(=C4F)F)Br)F)F)N3)C3=C(C(=C(C(=C3F)F)Br)F)F)=N2)C2=C(C(=C(C(=C2F)F)Br)F)F)F)F 5,10,15,20-tetrakis(4-bromo-2,3,5,6-tetrafluorophenyl)porphyrin